C(C)(C)C=1C=C(C=CC1)[C@@H](C)NC(=O)C=1NC2=C(C=C3C(=NN(C3=C2)C(C2=CC=CC=C2)(C2=CC=CC=C2)C2=CC=CC=C2)C2=CC=NC=C2)N1 (R)-N-(1-(3-isopropylphenyl)ethyl)-3-(pyridin-4-yl)-1-trityl-1,7-dihydroimidazo[4,5-f]indazole-6-carboxamide